(3S,4R)-4-(4,4-diethyl-2-imino-6-oxo-hexahydropyrimidin-1-yl)-N-[(1R,2R)-2-hydroxyindan-1-yl]-3-(methoxymethyl)chromane-6-carboxamide C(C)C1(NC(N(C(C1)=O)[C@@H]1[C@H](COC2=CC=C(C=C12)C(=O)N[C@H]1[C@@H](CC2=CC=CC=C12)O)COC)=N)CC